N[C@H]1CN(CC[C@H]1F)C1=C2C(=C(NC2=CC=C1F)C)C 4-((3S,4R)-3-amino-4-fluoropiperidin-1-yl)-5-fluoro-2,3-dimethyl-1H-indole